COC(C1=CC(=C(C=C1)OC)S(NC1=C(C=CC(=C1)C(F)(F)F)N1CCCCC1)(=O)=O)=O 4-methoxy-3-(N-(2-(piperidin-1-yl)-5-(trifluoromethyl)phenyl)sulfamoyl)benzoic acid methyl ester